CC1(C(C2CCC1C2)=C)CCC=C(C)C 3-methyl-2-methylene-3-(4-methylpent-3-enyl)bicyclo[2.2.1]heptane